CC1=NC2=C(N1C1=CC=CC=C1)C=CC(=C2)C2=CC=C(C=C2)NC(N)=O 3-(4-(2-methyl-1-phenyl-1H-benzoimidazol-5-yl)phenyl)urea